C(C)(C)(C1CCC(CC1)N)C1CCC(CC1)N 4,4'-isopropylidenebis(cyclohexanamine)